1-tetradec-7-enoyl-sn-glycerol 3-phosphate P(=O)(O)(O)OC[C@@H](COC(CCCCCC=CCCCCCC)=O)O